FC([C@H]1CN(C[C@H](O1)CO)C(=O)OC(C)(C)C)F tert-butyl (2R,6S)-2-(difluoromethyl)-6-(hydroxymethyl)morpholine-4-carboxylate